(3s)-8-((s)-4-acryloyl-2-methylpiperazin-1-yl)-10-chloro-l-1-(2,4-difluorophenyl)-3-methoxy-3,4-dihydro-2H,6H-[1,4]thiazepino[2,3,4-ij]quinazolin-6-one C(C=C)(=O)N1C[C@@H](N(CC1)C1=NC(N2C3=C(C=C(C=C13)Cl)S(C[C@H](C2)OC)C2=C(C=C(C=C2)F)F)=O)C